ClC=1C=CC2=C(C(=NCC3=C2N=CN=C3)C3=CC=C(C=C3)F)C1 9-Chloro-7-(4-fluoro-phenyl)-5H-benzo[c]pyrimido[4,5-e]azepin